CC1(O[C@H]2[C@@H](O1)[C@H](C[C@@H]2CC2CC(C2)CN(C(OC(C)(C)C)=O)CCC2=CC=CC=C2)OS(=O)(=O)C(F)(F)F)C tert-butyl N-[(3-{[(3aR,4s,6s,6aR)-2,2-dimethyl-6-(trifluoromethanesulfonyloxy)-tetrahydro-3aH-cyclopenta[d][1,3]dioxol-4-yl]methyl}cyclobutyl)methyl]-N-(2-phenylethyl)carbamate